C(C(C)C)C1C2C3NC(C1CC3CN2)=O 7-isobutyl-5-oxooctahydro-3aH-3,6-methanopyrrolo[3,2-b]pyridine